(S)-8-(2-amino-6-((R)-1-(3',5-dichloro-[1,1'-biphenyl]-2-yl)-2,2,2-trifluoroethoxy)pyrimidin-4-yl)-2,8-diazaspiro[4.5]decane-3-carboxylic acid NC1=NC(=CC(=N1)N1CCC2(C[C@H](NC2)C(=O)O)CC1)O[C@@H](C(F)(F)F)C1=C(C=C(C=C1)Cl)C1=CC(=CC=C1)Cl